(S)-1-(2-((S)-3-(2-Benzylphenoxy)pyrrolidin-1-yl)acetyl)pyrrolidine-2-carboxylic acid C(C1=CC=CC=C1)C1=C(O[C@@H]2CN(CC2)CC(=O)N2[C@@H](CCC2)C(=O)O)C=CC=C1